(3aS,4S,6R,6aR)-6-ethenyl-2,2-dimethyl-hexahydrocyclopenta[d][1,3]dioxol-4-one C(=C)[C@H]1CC([C@@H]2[C@@H]1OC(O2)(C)C)=O